ClC1=CC(=CC2=C1N=CS2)C2=NNC(SC2C)=O 4-chloro-6-(6-methyl-2-oxo-3,6-dihydro-2H-1,3,4-thiadiazin-5-yl)benzo[d]thiazol